S1C(=NC=C1)C1=CC(=CC=2N=C(OC21)N2CC1CCC(C2)N1C(=O)OC(C)(C)C)C(C(F)(F)F)OCC(C)O tert-Butyl 3-(7-(thiazol-2-yl)-5-(2,2,2-trifluoro-1-(2-hydroxypropoxy)ethyl)benzo[d]oxazol-2-yl)-3,8-diazabicyclo[3.2.1]octane-8-carboxylate